C(C1CO1)N(CC1CO1)C=1C=C(C=CC1)C(C1CO1)OC(C1CO1)C1=CC(=CC=C1)N(CC1CO1)CC1CO1 m-N,N-diglycidylaminophenylglycidyl ether